C1(=CC=CC=C1)C=1C=NC=C(C1)B1OC(C(O1)(C)C)(C)C 3-Phenyl-5-(4,4,5,5-tetramethyl-1,3,2-dioxaborolan-2-yl)pyridine